BrC1=CC=C2C(NN=C(C2=C1)CC=1C=CC(=C(C(=O)N2C(CN(CC2)C2=NC=C(C#N)C=C2)C)C1)F)=O 6-(4-(5-((7-bromo-4-oxo-3,4-dihydrophthalazin-1-yl)methyl)-2-fluorobenzoyl)-3-methylpiperazin-1-yl)nicotinonitrile